2-[4-tert-butyl-5-chloro-2-(hydroxymethyl)phenyl]-4-oxo-1H-1,6-naphthyridine-5-carboxamide C(C)(C)(C)C1=CC(=C(C=C1Cl)C=1NC=2C=CN=C(C2C(C1)=O)C(=O)N)CO